[Si](C)(C)(C(C)(C)C)OC=1C=C2C(=NN(C2=CC1)C1OCCCC1)C1=NN(N=C1)CCOCCOC[C@H](C)CS(=O)(=O)[O-] [(1S)-2-[2-[2-[4-[5-[tert-butyl(dimethyl)silyl]oxy-1-tetrahydro pyran-2-yl-indazol-3-yl]triazol-2-yl]ethoxy]ethoxy]-1-methyl-ethyl]methanesulfonate